(S)-5-chloro-4-(3-(dimethylamino)-3-(3-(trifluoromethyl)phenethyl)piperidin-1-yl)-2-fluoro-N-(pyrimidin-4-yl)benzenesulfonamide ClC=1C(=CC(=C(C1)S(=O)(=O)NC1=NC=NC=C1)F)N1C[C@@](CCC1)(CCC1=CC(=CC=C1)C(F)(F)F)N(C)C